but-3-yn-1-yl-carbamic acid C(CC#C)NC(O)=O